bis-(α-hydroxypropyl)-2-methylpiperazine OC(CC)N1CC(N(CC1)C(CC)O)C